2-(FURAN-2-YL)PYRIMIDINE-4-CARBALDEHYDE O1C(=CC=C1)C1=NC=CC(=N1)C=O